C1(CCCCC1)N(C1=CC=CC=C1)C(CC1(CCN(CC1)C1=NC=C(C=C1)C)C(=O)O)=O 4-[2-(N-cyclohexyl-anilino)-2-oxo-ethyl]-1-(5-methyl-2-pyridyl)piperidine-4-carboxylic acid